C(C)(C)(C)OC(=O)N1CCN(CC1)C1=C(C(=O)O)C=CC=N1 (4-(tert-Butoxycarbonyl)piperazin-1-yl)nicotinic acid